OCC=1C=C(C=NC1)S(=O)(=N)C1=CC=C(C(=O)O)C=C1 4-(5-(hydroxymethyl)pyridine-3-sulfonimidoyl)benzoic Acid